(5Z)-5-(1,3-benzothiazol-6-ylmethylene)-2-[[(3R,4R)-4-hydroxytetrahydropyran-3-yl]amino]-3-methyl-imidazol-4-one S1C=NC2=C1C=C(C=C2)\C=C/2\C(N(C(=N2)N[C@@H]2COCC[C@H]2O)C)=O